C(=CC)N1[C@@H](CCCC1)C=1N(C(=C(N1)C1=CC=C(C=C1)C(NC1=NC=CC(=C1)F)=O)C(=O)N)N (S)-2-(1-propenylpiperidin-2-yl)-1-amino-4-(4-((4-fluoropyridin-2-yl)carbamoyl)phenyl)-1H-imidazole-5-carboxamide